tert-butyl 6-methoxy-4-[3-(3,4,5-trimethoxyphenyl)-1-oxoprop-2-enyl]-1,2,3,4-tetrahydroquinoxaline-1-carboxylate COC=1C=C2N(CCN(C2=CC1)C(=O)OC(C)(C)C)C(C=CC1=CC(=C(C(=C1)OC)OC)OC)=O